NC1(CCCC1)C(=O)O 1-amino-1-cyclopentanecarboxylic acid